sulfinylammonium S(=O)=[NH2+]